tert-butyl (3r,4r)-4-((4-(3-(2,6-dioxopiperidin-3-yl)-1-methyl-1H-indazol-6-yl) piperazin-1-yl) methyl)-3-methylpiperidine-1-carboxylate O=C1NC(CCC1C1=NN(C2=CC(=CC=C12)N1CCN(CC1)C[C@H]1[C@H](CN(CC1)C(=O)OC(C)(C)C)C)C)=O